5-chloro-1-(difluoromethyl)-3-nitro-1H-pyrazole ClC1=CC(=NN1C(F)F)[N+](=O)[O-]